(2S,4R)-9-[1-({(1s,4s)-4-[(2-aminoethyl)amino]cyclohexyl}acetyl)azetidin-3-yl]oxy-5,5-dihydroxy-6-oxa-5-boranuidatricyclo[5.4.0.02,4]undeca-1(7),8,10-triene-8-carboxylate NCCNC1CCC(CC1)CC(=O)N1CC(C1)OC1=C(C=2O[B-]([C@@H]3C[C@@H]3C2C=C1)(O)O)C(=O)[O-]